4-((1,3-Dioxan-2-yl)methyl)cyclohexan-1-amine O1C(OCCC1)CC1CCC(CC1)N